(S)-N-(5-chloropyridin-2-yl)-2-((S)-3-(6-oxo-1,6-dihydropyridin-3-yl)piperidin-1-yl)propionamide ClC=1C=CC(=NC1)NC([C@H](C)N1C[C@@H](CCC1)C1=CNC(C=C1)=O)=O